(±)-trans-N-(8-amino-6-(5-methyl-2-oxo-2,3-dihydrobenzo[d]oxazol-6-yl)isoquinolin-3-yl)-2-cyanocyclopropanecarboxamide NC=1C=C(C=C2C=C(N=CC12)NC(=O)[C@H]1[C@@H](C1)C#N)C1=CC2=C(NC(O2)=O)C=C1C |r|